FC(OC1=CC=C(C=C1)S(=O)(=O)N1[C@H]2CC(C[C@@H]1CC2)N)F (1R,3r,5S)-8-((4-(Difluoromethoxy)phenyl)sulfonyl)-8-azabicyclo[3.2.1]octan-3-amine